OC=1C=C(C=CC1)CN1N=CC(=C1)C(=O)OCC ethyl 1-[(3-hydroxyphenyl) methyl]-1H-pyrazole-4-carboxylate